CC1(OB(OC1(C)C)C=1C=NN(C1)CCC#N)C 3-[4-(4,4,5,5-tetramethyl-1,3,2-dioxaborolan-2-yl)pyrazol-1-yl]propanenitrile